2-(6-(4-ethyl-3-(hydroxymethyl)-5-oxo-4,5-dihydro-1H-1,2,4-triazol-1-yl)-1-oxo-4-(prop-1-en-2-yl)isoquinolin-2(1H)-yl)benzonitrile C(C)N1C(=NN(C1=O)C=1C=C2C(=CN(C(C2=CC1)=O)C1=C(C#N)C=CC=C1)C(=C)C)CO